1-(4-((Z)-1,2-dimethyl-4-(((R)-1-(2-methyl-3-(trifluoromethyl)phenyl)ethyl)-imino)-1,4-dihydropyrido[3,4-d]pyrimidin-6-yl)-4-fluoro-2,2-dimethylpiperidin-1-yl)ethan-1-one CN1C(=N\C(\C2=C1C=NC(=C2)C2(CC(N(CC2)C(C)=O)(C)C)F)=N/[C@H](C)C2=C(C(=CC=C2)C(F)(F)F)C)C